N1C=C(C2=CC=CC=C12)CC(=O)NC=1C=C(C=CC1)CC(=O)NO 2-(3-(2-(1H-indol-3-yl)acetamido)phenyl)-N-hydroxyacetamide